1,1,3,3-tetramethylbutylperoxy-2-ethylhexaneate CC(CC(C)(C)C)(C)OOC(C(=O)[O-])(CCCC)CC